FC1(C2=CC=CC=C2C=2C=C(C=CC12)C(=O)NCC(=O)N1C2CC2(CC1C(=O)O)COCCCN(C)C)F 2-((9,9-difluoro-9H-fluorene-3-carbonyl)glycyl)-5-((3-(dimethylamino)propoxy)methyl)-2-azabicyclo[3.1.0]hexane-3-carboxylic acid